CCCCCC (R)-hexane